(2-cyano-2-(2-(3,5-dichloro-4-((1-cyclopropyl-6-oxo-1,6-dihydropyridin-3-yl) oxy) phenyl) hydrazono) acetyl) carbamate C(N)(OC(C(=NNC1=CC(=C(C(=C1)Cl)OC1=CN(C(C=C1)=O)C1CC1)Cl)C#N)=O)=O